4-(trifluoromethyl)-3,6-diazatricyclo[8.4.0.02,6]tetradeca-1(14),2,4,8,10,12-hexaene-12-carbonitrile FC(C=1N=C2C3=CC=C(C=C3C=CCN2C1)C#N)(F)F